2,2-dimethyl-5-(4-(methylthio)phenyl)-2,3,5,6-tetrahydrobenzo[a]phenanthridin-4(1H)-one CC1(CC(C=2C(NC=3C=CC4=C(C3C2C1)C=CC=C4)C4=CC=C(C=C4)SC)=O)C